Cl.C(\C=C\C(=O)OCCN1CC(OCC1)=O)(=O)OC methyl (2-(2-oxomorpholino)ethyl) fumarate hydrochloride